COC1=CC=C(OCCN2CCN(CC2)C=O)C=C1 (4-(2-(4-methoxyphenoxy)ethyl)piperazin-1-yl)methanone